NC1=CC=C(OC2=C(C=CC(=C2)OC)C(C)=O)C=C1 1-(2-(4-aminophenoxy)-4-methoxyphenyl)ethan-1-one